FC1=C(C=CC(=C1C(=O)C1=NNC2=NC=C(C=C21)C2=CC=C(C=C2)F)F)NS(=O)(=O)CCC N-(2,4-Difluoro-3-(5-(4-fluorophenyl)-1H-pyrazolo[3,4-b]pyridin-3-carbonyl)-phenyl)propan-1-sulfonamid